dideazatetrahydrofolic acid C(CC[C@@H](C(=O)O)CC(=O)C1=CC=C(CCC2CNC=3N=C(N)NC(=O)C3N2)C=C1)(=O)O